ethyl (RS)-2-[4-(6-chloro-1,3-benzoxazol-2-yloxy)phenoxy]propionate ClC1=CC2=C(N=C(O2)OC2=CC=C(O[C@@H](C(=O)OCC)C)C=C2)C=C1 |r|